2-(5-((2-(trifluoromethyl)pyridin-3-yl)thio)-1H-imidazo[4,5-b]pyrazin-2-yl)octahydro-2H-pyrazino[1,2-a]pyrazine FC(C1=NC=CC=C1SC=1N=C2C(=NC1)NC(=N2)N2CC1N(CC2)CCNC1)(F)F